3-(4-pyridazin-3-yl-6-thioxo-pyridazin-1-yl)propionitrile N1=NC(=CC=C1)C=1C=NN(C(C1)=S)CCC#N